Bromospiro[1,3-dioxolane-2,6'-5,7,8,9-tetrahydrocarbazole]-1'-carboxylic acid BrC1=C(C=2NC=3CCC4(CC3C2C=C1)OCCO4)C(=O)O